1-(2-methyl-3,4-dihydroquinolin-1(2H)-yl)ethan-1-one CC1N(C2=CC=CC=C2CC1)C(C)=O